C(C)(C)(C)C=1C(=CC(=C(C1)C(CC(C)C1=CC(=C(C=C1C)O)C(C)(C)C)C1=C(C=C(C(=C1)C(C)(C)C)O)C)C)O (4-[4,4-bis(5-tert-butyl-4-hydroxy-2-methylphenyl)butan-2-yl])-2-tert-butyl-5-methylphenol